C(C1=CC=CC=C1)(=O)N1CC2=CN=C(C=C2CC1)OCC1=C(N=NN1C=1C=NC(=CC1)C)C 2-benzoyl-6-{[4-methyl-1-(6-methylpyridin-3-yl)-1H-1,2,3-triazol-5-yl]methoxy}-1,2,3,4-tetrahydro-2,7-naphthyridine